2-{[7-amino-4-(1-cyclopropyl-1H-indazol-6-yl)-1-oxo-2,3-dihydro-1H-isoindol-2-yl]methyl}prop-2-enamide NC=1C=CC(=C2CN(C(C12)=O)CC(C(=O)N)=C)C1=CC=C2C=NN(C2=C1)C1CC1